C(C)(C)(C)OC(=O)C1=CC=C(C=C1)B(O)O (4-(tert-butoxycarbonyl)phenyl)boronic acid